NC=1C=2C(C(NN1)=O)=NN(C2C2=CC=C(C=C2)N2CCCC2)C2=CC=C(C=C2)NC(C=C)=O N-(4-(4-amino-7-oxo-3-(4-(pyrrolidin-1-yl)phenyl)-6,7-dihydro-2H-pyrazolo[3,4-d]pyridazin-2-yl)phenyl)acrylamide